5-cyclopropyl-5-(3-(5,6-dichloro-1-ethyl-isoindolin-2-yl)-3-oxopropyl)imidazolidine C1(CC1)C1(CNCN1)CCC(=O)N1C(C2=CC(=C(C=C2C1)Cl)Cl)CC